Propoxymethyl ether C(CC)OCOCOCCC